FC1=CC=C(C=C1)S(=O)(=O)N1C2CN(C(C1)C2)C2=CC=C(C=N2)C2=NOC(=N2)C(F)(F)F 3-(6-(5-((4-fluorophenyl)sulfonyl)-2,5-diazabicyclo[2.2.1]heptan-2-yl)pyridin-3-yl)-5-(trifluoromethyl)-1,2,4-oxadiazole